ethyl (2,4-difluorophenyl) sulfide FC1=C(C=CC(=C1)F)SCC